5-propenylbicyclo[2.2.1]hept-2-ene C(=CC)C1C2C=CC(C1)C2